3,3'-dihydroxy-β-carotene-4,4'-dione OC1CC(C)(C)C(=C(C1=O)C)\C=C\C(\C)=C\C=C\C(\C)=C\C=C\C=C(/C)\C=C\C=C(/C)\C=C\C1=C(C)C(C(CC1(C)C)O)=O